benzyl (S)-6-(N-(tert-butoxycarbonyl)cyclopropanesulfonamido)-7-(4-fluorobenzyl)-2-methyl-2,3-dihydro-1H-pyrido[2,3-b][1,4]oxazine-1-carboxylate C(C)(C)(C)OC(=O)N(S(=O)(=O)C1CC1)C=1C(=CC2=C(OC[C@@H](N2C(=O)OCC2=CC=CC=C2)C)N1)CC1=CC=C(C=C1)F